N1(CCC=CCC1)C(=O)OC(C)(C)C tert-butyl 2,3,6,7-tetrahydroazepine-1-carboxylate